C(C=1C(C(=O)OCCCCCCCCCCC)=CC=CC1)(=O)OCC(C)C phthalic acid, isobutyl undecyl ester